COC1=CC=C(C=C1)N1C=2N(C(C=C1NC1=CC=CC=C1)=O)N=C(C2C2=CC=CC=C2)C2=CC=CC=C2 (4-methoxyphenyl)-2,3-diphenyl-5-(phenylamino)pyrazolo[1,5-a]Pyrimidin-7(4H)-one